C(C)(C)(C)C1=CC=C(C=C1)[Si](N[Si](C1=CC=C(C=C1)C(C)(C)C)(C)C)(C)C 1,3-bis(p-tert-butylphenyl)tetramethyldisilazane